4-{5-[(Z)-(2-imino-4-oxo-1,3-thiazolidin-5-ylidene)methyl]furan-2-yl}benzoic acid N=C1S\C(\C(N1)=O)=C/C1=CC=C(O1)C1=CC=C(C(=O)O)C=C1